6-methoxy-N-(3-methyl-2-nitrophenyl)pyridin-3-amine COC1=CC=C(C=N1)NC1=C(C(=CC=C1)C)[N+](=O)[O-]